5-carbamoyl-4-hydroxy-2,6-dimethylnicotinic acid C(N)(=O)C=1C(=NC(=C(C(=O)O)C1O)C)C